2-formyl-3-oxo-3-(2,3,4,5-tetrafluorophenyl)propionic acid C(=O)C(C(=O)O)C(C1=C(C(=C(C(=C1)F)F)F)F)=O